2-[3-(4-methoxyphenyl)tetrahydro-1H-pyrrol-2-yl]pyridine (3-methyl-1,1-dioxo-2,5-dihydrothiophen-2-yl)methylpropionate CC=1C(S(CC1)(=O)=O)COC(CC)=O.COC1=CC=C(C=C1)C1C(NCC1)C1=NC=CC=C1